3-(8-bromo-3-(2,2,2-trifluoroethyl)indolizin-2-yl)propanoic acid BrC1=CC=CN2C(=C(C=C12)CCC(=O)O)CC(F)(F)F